C(C)(=O)NC1=C(C=CC=C1)NCC(=O)NC1=CC=C(C=C1)C 2-((2-acetamidophenyl)amino)-N-(4-methylphenyl)acetamide